6-(1-(4-(ethoxymethyl)-4-phenethylpiperidin-1-yl)ethyl)benzo[d]oxazol-2(3H)-one C(C)OCC1(CCN(CC1)C(C)C1=CC2=C(NC(O2)=O)C=C1)CCC1=CC=CC=C1